bis-aminomethyl-cyclohexylamine NCN(C1CCCCC1)CN